FC(OC=1C=C(C=CC1F)[C@H](CC(=O)[O-])NC(CNC(=O)C1=CC(=C2C=NNC2=C1)NC=1NCC(CN1)F)=O)F (3S)-3-(3-(difluoromethoxy)-4-fluorophenyl)-3-(2-(4-((5-fluoro-1,4,5,6-tetrahydropyrimidin-2-yl)amino)-1H-indazole-6-carboxamido)acetamido)propanoate